fluoropinacol FCC(O)(C)C(C)(C)O